4'-methyl-5'-oxo-2'-((6-(pyridin-2-ylamino)pyrimidin-4-yl)amino)-5',6'-dihydrospiro[cyclohexane-1,7'-pyrrolo[3,4-b]pyridine] 1'-oxide CC1=C2C(=[N+](C(=C1)NC1=NC=NC(=C1)NC1=NC=CC=C1)[O-])C1(NC2=O)CCCCC1